(S)-(4-(5-(3-(1-(4-methyl-4H-1,2,4-triazol-3-ylthio)ethyl)phenyl)isoxazol-3-yl)phenyl)methanol CN1C(=NN=C1)S[C@@H](C)C=1C=C(C=CC1)C1=CC(=NO1)C1=CC=C(C=C1)CO